dibenzylbis(ethoxymethyl)silane C(C1=CC=CC=C1)[Si](COCC)(COCC)CC1=CC=CC=C1